(S)-N-(5-fluoro-2-(methoxy-d3)-6-(trifluoromethyl)pyridin-3-yl)-6-(methoxy-d3)-6-(trifluoromethyl)-4,5,6,7-tetrahydro-1H-indole-3-sulfonamide FC=1C=C(C(=NC1C(F)(F)F)OC([2H])([2H])[2H])NS(=O)(=O)C1=CNC=2C[C@@](CCC12)(C(F)(F)F)OC([2H])([2H])[2H]